C(C)(C)(C)OC(=O)N1C[C@H](NCC1)CS(=O)(=O)C.CC=1C(=NC=CN1)SCC1=CC=CO1 Methyl-furfuryl-thiopyrazine tert-butyl-(S)-3-((methylsulfonyl)methyl)piperazine-1-carboxylate